morpholinyl-silaxanthone N1(CCOCC1)[Si]1=CC=CC=2OC3=CC=CC=C3C(C12)=O